[Na].[Al].[Si].[B].[Zn] zinc boron silicon aluminum sodium